FC1=C(C(=C(C(=C1F)F)F)F)OB([O-])[O-] (perfluorophenyl)-borate